C12NCC(C1)(C2)CN2CC1=C(C=C(C=C1CC2)C(=O)OC)F methyl 2-(2-azabicyclo[2.1.1]hexan-4-ylmethyl)-8-fluoro-3,4-dihydro-1H-isoquinoline-6-carboxylate